3-chloro-1,2-propylene oxide ClCC1CO1